(Z)-1-(3-(2-isopropyl-5-methoxyphenyl)-4-oxothiazolidin-2-ylidene)-3-(2-methyl-4-(1-(3-(trifluoromethyl)phenyl)-1H-1,2,4-triazol-3-yl)phenyl)urea C(C)(C)C1=C(C=C(C=C1)OC)N1/C(/SCC1=O)=N/C(=O)NC1=C(C=C(C=C1)C1=NN(C=N1)C1=CC(=CC=C1)C(F)(F)F)C